C1(CCCCCC1)[C@H](NC(=O)C1=NON=C1C)C=1N=C2N(N=CC(=C2)[C@@H](COC)N2C(=N[C@@H](C2)C(F)(F)F)O)C1 N-((S)-cycloheptyl(7-((S)-2-methoxy-1-((S)-2-oxyl-4-(trifluoromethyl)imidazoline-1-yl)ethyl)imidazo[1,2-b]pyridazin-2-yl)methyl)-4-methyl-1,2,5-oxadiazole-3-carboxamide